(R)-1-((S)-1-cyclopropylethyl)-3-(5-(difluoromethoxy)-2-fluorophenyl)-N-(3-methyl-1,1-dioxidothietan-3-yl)-4,5,6,7-tetrahydro-1H-indazole-6-carboxamide C1(CC1)[C@H](C)N1N=C(C=2CC[C@H](CC12)C(=O)NC1(CS(C1)(=O)=O)C)C1=C(C=CC(=C1)OC(F)F)F